FC1=CC=C(C=C1)C(CSC1=NN=C2SCC(=NN21)C2=CC=C(C=C2)F)=O (4-fluorophenyl)-2-((6-(4-fluorophenyl)-7H-[1,2,4]triazolo[3,4-b][1,3,4]thiadiazine-3-yl)thio)ethanone